CN(N)C(CC1C(N(C2=CC=CC=C12)C1CCN(CC1)C1CCC(CC1)=C(C)C)=O)=O N-methyl-2-(2-oxo-1-(1-(4-(propan-2-ylidene)cyclohexyl)piperidin-4-yl)indolin-3-yl)acetohydrazide